1-[4-[3-bromo-4-(methoxymethoxy)phenyl]sulfonyl-1-piperidyl]-2,2,2-trifluoro-ethanone BrC=1C=C(C=CC1OCOC)S(=O)(=O)C1CCN(CC1)C(C(F)(F)F)=O